(1-methyl-1H-pyrazol-4-yl)-N-(1-phenyl-4-(4-(piperidin-1-yl)butyl)-1H-imidazol-2-yl)benzamide CN1N=CC(=C1)C1=C(C(=O)NC=2N(C=C(N2)CCCCN2CCCCC2)C2=CC=CC=C2)C=CC=C1